1-phenyl-methane C1(=CC=CC=C1)C